CN1CCN(CC1)C1=CC(=C(C=C1)[N+](=O)[O-])C=C 1-methyl-4-(4-nitro-3-vinylphenyl)piperazine